C1(CCCC1)N1C(C(N(C=2C=NC(=NC12)NC1=C(C=C(C(=O)NC2CCN(CC2)CCCN(CC2CCNCC2)C)C=C1)OC)C)=O)CC 4-[(8-cyclopentyl-7-ethyl-5-methyl-6-oxo-7H-pteridin-2-yl)amino]-3-methoxy-N-[1-[3-[methyl(4-piperidylmethyl)amino]propyl]-4-piperidyl]benzamide